CC(C(=O)OCC)(C)NC(CC1=CC(=CC=C1)B1OC(C(O1)(C)C)(C)C)=O 2-Ethyl 2-methyl-2-[[2-[3-(4,4,5,5-tetramethyl-1,3,2-dioxaborolan-2-yl)phenyl]acetyl]amino]propanoate